triethyl-n-pentylphosphonium bis(trifluoromethanesulfonyl)imide [N-](S(=O)(=O)C(F)(F)F)S(=O)(=O)C(F)(F)F.C(C)[P+](CCCCC)(CC)CC